5-fluoro-N-(5-(morpholinomethyl)benzo[d]oxazol-2-yl)benzo[d]oxazol-2-amine FC=1C=CC2=C(N=C(O2)NC=2OC3=C(N2)C=C(C=C3)CN3CCOCC3)C1